ClC=1C=NC(=C2C(C=C(N(C12)C1=C(C=C(C=C1Cl)O)Cl)C)=O)OCC(=O)O 2-((8-chloro-1-(2,6-dichloro-4-hydroxyphenyl)-2-methyl-4-oxo-1,4-dihydro-1,6-naphthyridin-5-yl)oxy)acetic acid